N-methacryloyl-asparagine amide C(C(=C)C)(=O)NC([C@@H](N)CC(N)=O)=O